(R)-2-(3-aminopiperidin-1-yl)ethanol N[C@H]1CN(CCC1)CCO